C1(CC1)C#CC1=NN=C(S1)NC(=O)C=1C(=CN(C(C1)=O)C)C1=CC(=NC=C1OC)C(F)F Dl-N-(5-(cyclopropylethynyl)-1,3,4-thiadiazol-2-yl)-2'-(difluoromethyl)-5'-methoxy-1-methyl-6-oxo-1,6-dihydro-[3,4'-bipyridine]-4-carboxamide